(-)-Benzyl 2-(6-(2-methoxyphenyl)-2,4-dioxohexahydrobenzofuran-3a(4H)-yl)acetate COC1=C(C=CC=C1)C1CC2C(CC(O2)=O)(C(C1)=O)CC(=O)OCC1=CC=CC=C1